3-((4-ethylphenyl)sulfonyl)-4-(4-(4-fluorophenyl)piperazin-1-yl)-6-methoxyquinoline C(C)C1=CC=C(C=C1)S(=O)(=O)C=1C=NC2=CC=C(C=C2C1N1CCN(CC1)C1=CC=C(C=C1)F)OC